6-ethoxy-1-ethyl-2,3-dihydro-1H-indole-4-carboxylic acid ethyl ester C(C)OC(=O)C=1C=2CCN(C2C=C(C1)OCC)CC